(+-)-2-amino-1-butanol CCC(CO)N